Z-methyl cinnamate C(\C=C/C1=CC=CC=C1)(=O)OC